1-nonadecanoyl-2-(9Z,12Z-octadecadienoyl)-glycero-3-phosphocholine CCCCCCCCCCCCCCCCCCC(=O)OC[C@H](COP(=O)([O-])OCC[N+](C)(C)C)OC(=O)CCCCCCC/C=C\C/C=C\CCCCC